(2S,4R)-1-(2-(6-amino-8-methyl-9H-purin-9-yl)acetyl)-N-(3-chloro-2-fluorobenzyl)-4-fluoropyrrolidine-2-carboxamide NC1=C2N=C(N(C2=NC=N1)CC(=O)N1[C@@H](C[C@H](C1)F)C(=O)NCC1=C(C(=CC=C1)Cl)F)C